2,2-dimethoxyethyl-urea COC(CNC(=O)N)OC